OC/C=C/C(=O)N1CC(C1)(C#N)C1=NC(=C2N=CN(C2=N1)C)C1=CC=C(C=C1)OC(F)(F)F (E)-1-(4-hydroxybut-2-enoyl)-3-(9-methyl-6-(4-(trifluoromethoxy)phenyl)-9H-purin-2-yl)azetidine-3-carbonitrile